7-fluoro-N-(isoxazol-4-yl)-1H-indazole-3-carboxamide FC=1C=CC=C2C(=NNC12)C(=O)NC=1C=NOC1